(S,E)-1-(2-ethyl-4-(1-(((3-methyl-4-(pyrimidin-4-yl)benzyl)oxy)imino)ethyl)benzyl)pyrrolidine-3-carboxylic acid C(C)C1=C(CN2C[C@H](CC2)C(=O)O)C=CC(=C1)/C(/C)=N/OCC1=CC(=C(C=C1)C1=NC=NC=C1)C